(2-(2-methoxy-7-methylquinoxalin-5-yl)-4-methyl-7,8-dihydro-[1,4]dioxino[2',3':3,4]benzo[1,2-d]thiazol-7-yl)methyl (5-phenylpyridin-3-yl)carbamate C1(=CC=CC=C1)C=1C=C(C=NC1)NC(OCC1OC2=C(C3=C(N=C(S3)C3=C4N=CC(=NC4=CC(=C3)C)OC)C(=C2)C)OC1)=O